bis-[3-(m-toluenesulfonyloxy)phenyl]urea CC1=CC(=CC=C1)S(=O)(=O)OC=1C=C(C=CC1)NC(NC1=CC(=CC=C1)OS(=O)(=O)C=1C=C(C)C=CC1)=O